(S)-4-((2-methoxyethyl)(4-(5,6,7,8-tetrahydro-1,8-naphthyridin-2-yl)butyl)amino)-2-(2-methyl-2-phenylpropanamido)butanoic acid COCCN(CC[C@@H](C(=O)O)NC(C(C)(C1=CC=CC=C1)C)=O)CCCCC1=NC=2NCCCC2C=C1